((6-chloro-2,3-dihydrobenzofuran-5-yl)amino)-7-methyl-9-(1-methylpiperidin-4-yl)-7,9-dihydro-8H-purin-8-one ClC1=CC2=C(CCO2)C=C1NC1=NC=C2N(C(N(C2=N1)C1CCN(CC1)C)=O)C